methanesulfonic acid 1-methylpiperidin-3-yl ester CN1CC(CCC1)OS(=O)(=O)C